C(C)(C)(C)OC(N[C@@H](COCC)C1=CC(=CC=C1)OC(F)(F)F)=O (R)-(2-ethoxy-1-(3-(trifluoromethoxy)phenyl)ethyl)carbamic acid tert-butyl ester